C(=C)C12N(CC(C1)C2)C(=O)[O-] 1-Vinyl-2-azabicyclo[2.1.1]hexane-2-carboxylate